FC1=CC=C(C=C1)C=1C=C2C(=C(C(N(C2=NC1)CCN1CCOCC1)=O)C(=O)NC1(CC2(CC2)C1)CO)O 6-(4-fluorophenyl)-4-hydroxy-N-(5-(hydroxymethyl)spiro[2.3]hexan-5-yl)-1-(2-morpholinoethyl)-2-oxo-1,2-dihydro-1,8-naphthyridine-3-carboxamide